C(C)(C)(CC)CC(C(=O)O[O-])(C)C tert-Amyl-peroxypivalat